N-(Bicyclo[1.1.1]pentan-1-yl)-2-(2-fluoro-3-hydroxy-5-(trifluoromethyl)phenyl)benzo[d]oxazole-5-carboxamide C12(CC(C1)C2)NC(=O)C=2C=CC1=C(N=C(O1)C1=C(C(=CC(=C1)C(F)(F)F)O)F)C2